O=C(C)O ketoethanol